N1C(=NCC1)NCC(=O)NC1=C(C=C(C=C1F)S(=O)(=O)NC1=CN=CS1)F 5-[[4-[[2-(4,5-Dihydro-1H-imidazol-2-ylamino)acetyl]amino]-3,5-difluorophenyl]sulfonylamino]thiazol